F[P-](F)(F)(F)(F)F.ClC=1C=CC2=C(N(N=N2)OC(N(C)C)=[N+](C)C)C1 ((6-chlorobenzotriazol-1-yl)oxy-(dimethylamino)methylidene)-dimethylazanium hexafluorophosphate